3-hydroxyl-methyl-pyrrolidin-2-one OC1C(N(CC1)C)=O